C(C=C)(=O)OCCCCCCOC1=CC=C(C(=O)OC2=C(C=CC=C2)C)C=C1 methylphenyl 4-((6-(acryloyloxy)hexyl)oxy)benzoate